[Sn].C1(=CC=CC=C1)N(C1=CC=C(C=CC2=CC=C(C=C2)C2=CC=C(C=C2)C=CC2=CC=C(C=C2)N(C2=CC=CC=C2)C2=CC=CC=C2)C=C1)C1=CC=CC=C1 di[4-(diphenyl-amino)styryl]biphenyl Tin